C(C)(=O)NC1=C(C(=O)NC=2SC(=CN2)[N+](=O)[O-])C=CC=C1C(=O)NCCC 2-acetamido-N1-(5-nitrothiazol-2-yl)-N3-propylisophthalamide